2,4,6-Trimethyl-3-cyclohexene CC1CC(CC(=C1)C)C